6-Chloro-N-(6-cyclopropyl-5-fluoro-2-methoxypyridin-3-yl)-1H-indol-3-sulfonamid ClC1=CC=C2C(=CNC2=C1)S(=O)(=O)NC=1C(=NC(=C(C1)F)C1CC1)OC